(4-chloro-3-methoxy-phenyl)methan-amine ClC1=C(C=C(C=C1)CN)OC